CS(=O)(=O)C1=CC=C(C=C1)C1=CC=CC=C1 (DL)-4-methylsulfonylphenyl-benzene